4-[4-(4-fluoro-3-methyl-phenyl)-7-hydroxy-3-isopropyl-2-quinolinyl]butanoic acid FC1=C(C=C(C=C1)C1=C(C(=NC2=CC(=CC=C12)O)CCCC(=O)O)C(C)C)C